1-(1-(3-chloro-2,7-dimethyl-1-oxo-1,2-dihydroisoquinolin-5-yl)ethyl)-2H-benzo[d][1,3]oxazine-2,4(1H)-dione ClC=1N(C(C2=CC(=CC(=C2C1)C(C)N1C(OC(C2=C1C=CC=C2)=O)=O)C)=O)C